CC=1NC=CC(N1)=O 2-methyl-1H-pyrimidin-4-one